1-(7-Bromo-2,3-dihydrobenzofuran-3-yl)pyrrolidin-3-ol BrC1=CC=CC=2C(COC21)N2CC(CC2)O